ClC1=C(C=C(C(=C1)Cl)OC)NC1=NC(=NC=C1C#N)NC1=CC(=CC=C1)OCCN1CCCC1 4-((2,4-dichloro-5-methoxyphenyl)amino)-2-((3-(2-(pyrrolidin-1-yl)ethoxy)phenyl)amino)pyrimidine-5-carbonitrile